(1R,3S,5R)-2-(2-(3-acetyl-7-methyl-5-(2-methylpyrimidin-5-yl)-1H-indazol-1-yl)acetyl)-N-((E)-2-fluoro-3-phenylbut-2-en-1-yl)-5-methyl-2-azabicyclo[3.1.0]hexane-3-carboxamide C(C)(=O)C1=NN(C2=C(C=C(C=C12)C=1C=NC(=NC1)C)C)CC(=O)N1[C@@H]2C[C@@]2(C[C@H]1C(=O)NC/C(=C(/C)\C1=CC=CC=C1)/F)C